ClC1=C2N=C(C=NC2=CC=C1OC=1C(=C(N)C(=CC1)[N+](=O)[O-])F)C=1C=NN(C1)CC1CC(C1)(F)F 3-((5-chloro-3-(1-((3,3-difluorocyclobutyl)methyl)-1H-pyrazol-4-yl)quinoxalin-6-yl)oxy)-2-fluoro-6-nitroaniline